(8-((3-chloro-4-(ethylamino)-1H-pyrrolo[2,3-b]pyridin-6-yl)amino)-2,3-dihydrobenzo[b][1,4]dioxin-5-yl)(morpholino)methanone ClC1=CNC2=NC(=CC(=C21)NCC)NC2=CC=C(C1=C2OCCO1)C(=O)N1CCOCC1